CN(C(C1=CN=C(C=C1)[Sn](C)(C)C)=O)C N,N-Dimethyl-6-(trimethylstannyl)nicotinamide